1-(4-aminophenyl)-N,N-dimethylmethanesulfonamide NC1=CC=C(C=C1)CS(=O)(=O)N(C)C